7,8-dichloro-6-(2,6-difluorophenyl)-N-(trideuteriomethyl)-4H-[1,2,4]triazolo[1,5-a][1,4]benzodiazepine-2-carboxamide ClC1=C(C=CC2=C1C(=NCC=1N2N=C(N1)C(=O)NC([2H])([2H])[2H])C1=C(C=CC=C1F)F)Cl